Cl.BrC1=CC=CC(=N1)CC(=O)N 2-(6-bromopyridin-2-yl)ethanamide hydrochloride